4-chloro-1,1'-biphenyl-4'-d ClC1=CC=C(C=C1)C1=CC=C(C=C1)[2H]